FC(C(=O)O)(F)F.COC=1C=C2C(=NC=NC2=CC1OCC1CCNCC1)C1=CC=C(C=C1)NC(CC1=CC=C(C=C1)C(F)(F)F)=O N-(4-(6-methoxy-7-(piperidin-4-ylmethoxy)quinazoline-4-yl)phenyl)-2-(4-(trifluoromethyl)phenyl)acetamide 2,2,2-trifluoroacetate